7-hydroxyspiro[3.5]nonan OC1CCC2(CCC2)CC1